(1,1-dioxo-2,3-dihydrothiophen-3-yl)-7-isopropyl-2-oxo-1,2-dihydroquinoline-3-carboxamide O=S1(CC(C=C1)N1C(C(=CC2=CC=C(C=C12)C(C)C)C(=O)N)=O)=O